C1(=CC=CC2=CC=CC=C12)C1=CC=C(C=C1)N(C1=CC=C(C=C1)C1=CC(=C(C=C1)C1=CC=CC=C1)C1=CC=CC=C1)C1=CC=C(C=C1)C1=CC2=CC=CC=C2C=C1 {4-(naphthalene-1-yl)-phenyl}-{4-(naphthalene-2-yl)-phenyl}-(2'-phenyl[1,1':4',1'']terphenyl-4''-yl)-amine